3-(3-fluoro-4-chlorophenyl)urea FC=1C=C(C=CC1Cl)NC(N)=O